OC12C[C@H]3N([C@H](CC(C1)C3)C2)C=2N=CC(=NC2)C=2C=3N(C=C(C2)OCC(C)(C)O)N=CC3C#N 4-(5-((1R,3S,5s,7s)-5-hydroxy-2-azaadamantan-2-yl)pyrazin-2-yl)-6-(2-hydroxy-2-methylpropyloxy)pyrazolo[1,5-a]pyridine-3-carbonitrile